C(C)(C)(C)C1=CC=C(C=C1)N1C(=NC(=C1C1=CC=CC=C1)C1=CC=CC=C1)C1=CC=C(C=C1)C1=CC=C(C=C1)C1=NC2=C(N1C1=CC=CC=C1)C=CC=C2 2-[4-(4-{3-[4-(tert-butyl)-phenyl]-4,5-diphenylimidazol-2-yl}phenyl)phenyl]-1-phenylbenzo[d]imidazole